3-[(trans)-2-[5-(diethylaminomethyl)-2-pyridyl]vinyl]-6-[2-(2,2,2-Trifluoroethylcarbamoyl)phenyl]sulfanylindazole-1-carboxylic acid tert-butyl ester C(C)(C)(C)OC(=O)N1N=C(C2=CC=C(C=C12)SC1=C(C=CC=C1)C(NCC(F)(F)F)=O)\C=C\C1=NC=C(C=C1)CN(CC)CC